N1=CC=C(C=C1)N1N=C2N=C(N=CC2=C1)N1CCC2(CC1)[C@@H](C1=CC=CC=C1C2)N (S)-1'-(2-(pyridin-4-yl)-2H-pyrazolo[3,4-d]pyrimidin-6-yl)-1,3-dihydrospiro[inden-2,4'-piperidin]-1-amine